N-(6-((2,2,2-trifluoroethyl)amino)spiro[3.3]heptan-2-yl)thiazole-2-carboxamide FC(CNC1CC2(CC(C2)NC(=O)C=2SC=CN2)C1)(F)F